C1(CCCCC1)C1=C(C(=O)N)C=CC(=C1)NC=1SC=C(N1)C1=CC(=CC(=C1)O)O cyclohexyl-4-((4-(3,5-dihydroxy-phenyl)thiazol-2-yl)amino)benzamide